O1C(C=CC2=C1C=CC=C2)C2(OC1=CC=CC=C1CC2)O benzopyranyl-(chromanol)